C1(CCC1)C1=CC(=C(C(=O)N2CCC(CC2)C2=CC=C(C#N)C=C2)C=C1C1=NN=C(N1)C(F)F)C 4-(1-(4-Cyclobutyl-5-(5-(difluoromethyl)-4H-1,2,4-triazol-3-yl)-2-methylbenzoyl)piperidin-4-yl)benzonitrile